(R)-N'-(((R)-2,8-difluoro-1,2,3,5,6,7-hexahydro-s-indacen-4-yl)carbamoyl)-6,6-dimethyl-6,7-dihydro-5H-pyrazolo[5,1-b][1,3]oxazine-3-sulfonimidamide F[C@H]1CC2=C(C=3CCCC3C(=C2C1)NC(=O)N=[S@](=O)(N)C=1C=NN2C1OCC(C2)(C)C)F